BrC1=CC=C(C=C1)N1N=C(C(=C1)[C@H]1O[C@H](C(N1CCC1=CC2=CC(N=C2C=C1)=O)=O)C)C1=CC=C(C=C1)F (2r,5s)-2-(1-(4-bromophenyl)-3-(4-fluorophenyl)-1H-pyrazol-4-yl)-5-methyl-3-(2-(2-oxoindol-5-yl)ethyl)oxazolidin-4-one